C(CCCCCCCCCCCCCCCCC)(=O)OCCCCCCCCCOC(CCCCCCCCCCCCCCCCC)=O nonyleneglycol distearate